ClC=1C=C2C(=CN=C(C2=CN1)N1[C@@H](CC1)C)C(C)=O (R)-1-(6-chloro-1-(2-methylazetidin-1-yl)-2,7-naphthyridin-4-yl)ethan-1-one